9-(6-spiro[2H-benzofuran-3,1'-cyclopropane]-4-yloxy-3-pyridyl)-7H-purin-8-one C12(CC1)COC1=C2C(=CC=C1)OC1=CC=C(C=N1)N1C2=NC=NC=C2NC1=O